methyl(5-((4-(4-ethylpiperazin-1-yl)phenyl)thio)-1H-benzo[d]imidazol-2-yl)carbamate COC(NC1=NC2=C(N1)C=CC(=C2)SC2=CC=C(C=C2)N2CCN(CC2)CC)=O